NC=1C=C2C(CC3(C2=CC1O)CC(C1=CC(=C(C=C13)O)N)(C)C)(C)C 5,5'-diamino-3,3,3',3'-tetramethyl-2,2',3,3'-tetrahydro-1,1'-spirobi[indene]-6,6'-diol